manganese thiophosphite P([S-])([O-])[O-].[Mn+2].P([S-])([O-])[O-].[Mn+2].[Mn+2]